FC1=CC=C(C=C1)C1=C(C=2N(C(=N1)N)N=C(N2)CC2=NC(=CC=C2)C)C2=CC(=NC=C2)C 7-(4-fluorophenyl)-2-((6-methylpyridin-2-yl)methyl)-8-(2-methylpyridin-4-yl)-[1,2,4]triazolo[1,5-c]pyrimidin-5-amine